tert-Butyl 4-(7-cyanoimidazo[1,2-a]pyridin-3-yl)-7-((6-((dimethylamino)methyl)-5-(tetrahydrofuran-3-yl)pyridin-2-yl)amino)-1-oxoisoindoline-2-carboxylate C(#N)C1=CC=2N(C=C1)C(=CN2)C2=C1CN(C(C1=C(C=C2)NC2=NC(=C(C=C2)C2COCC2)CN(C)C)=O)C(=O)OC(C)(C)C